C(=O)O.C1(CC1)C=1C=CC=2N(C1)C=C(N2)COC2=CC(=NC(=N2)C=2N=NNN2)NCC2=C(C=C(C(N)=N)C=C2C)C 4-(((6-((6-cyclopropylimidazo[1,2-a]pyridin-2-yl)methoxy)-2-(2H-tetrazol-5-yl)pyrimidin-4-yl)amino)methyl)-3,5-dimethylbenzimidamide formic acid salt